CC1=NC=C(C=C1NC1=NC=CC(=N1)C=1C=NC=CC1)[N+](=O)[O-] N-(2-methyl-5-nitropyridin-3-yl)-4-(pyridin-3-yl)pyrimidin-2-amine